{1,4-dimethyl-3-[4-(methylsulfamoyl)phenyl]-5-oxo-4,5-dihydro-1H-pyrazol-4-yl}-N-hydroxy-carbamic acid tert-butyl ester C(C)(C)(C)OC(N(O)C1(C(=NN(C1=O)C)C1=CC=C(C=C1)S(NC)(=O)=O)C)=O